[2H]C=1C=C(C(=O)O)C=CC1Cl 3-Deutero-4-chloro-benzoic acid